1-Heptyl-3-butylpyrrolium cyanid [C-]#N.C(CCCCCC)[NH+]1C=C(C=C1)CCCC